C(C)OCCN1[C@H]([C@H](CCC1)C1=CC=2C(=NC=CC2NC=2C=CC3=C(N=CS3)C2)S1)C N-(2-((2S,3S)-1-(2-ethoxyethyl)-2-methylpiperidin-3-yl)thieno[2,3-b]pyridin-4-yl)benzo[d]thiazol-5-amine